ClC=1C=CC(=C(C1)C1=NN(C=C1NC(=O)C=1C=NN2C1N=CC=C2)CC(=O)N2C(C=CC2C)C)OC N-(3-(5-chloro-2-methoxyphenyl)-1-(2-(2,5-dimethyl-2,5-dihydro-1H-pyrrol-1-yl)-2-oxoethyl)-1H-pyrazol-4-yl)pyrazolo[1,5-a]pyrimidine-3-carboxamide